[2-[(3,5-Dimethoxyphenyl)amino]quinoxalin-3-yl]-4-[(4-methyl-3-methoxyphenyl)carbonyl]aminophenylsulfonamide COC=1C=C(C=C(C1)OC)NC1=NC2=CC=CC=C2N=C1NS(=O)(=O)C1=CC=C(C=C1)NC(=O)C1=CC(=C(C=C1)C)OC